NC1=NC=C(C2=C1C(=C(N2C)C=2C=NC(=CC2C)C#C[Si](C)(C)C(C)(C)C)C2=CC(=C(C=C2)OC2=NC=CC(=N2)C)F)C#N 4-amino-2-(6-((tert-butyldimethylsilyl)ethynyl)-4-methylpyridin-3-yl)-3-(3-fluoro-4-((4-methylpyrimidin-2-yl)oxy)phenyl)-1-methyl-1H-pyrrolo[3,2-c]pyridine-7-carbonitrile